propylene glycol dicaprate diacetate C(C)(=O)O.C(C)(=O)O.OC(=O)CCCCCCCCC.OC(=O)CCCCCCCCC.C(C(C)O)O